ClC1=C(C(=O)O)C=C(C=C1)C=1OC(=CC1)C=C1C(C2=CC=CC=C2C1=O)=O 2-Chloro-5-[5-[(1,3-dihydro-1,3-dioxo-2H-inden-2-ylidene)methyl]-2-furanyl]benzoic acid